COC=1C=CC=C2C=CC=C(C12)CCO 2-(8-methoxy-naphthalen-1-yl)ethan-1-ol